C(C1=CC=CC=C1)OC(CCCC(=O)O)=O pentanedioic acid monobenzyl ester